1-(3-((4-((3,4-dichloro-2-fluorophenyl)amino)-7-methoxyquinazolin-6-yl)oxy)-9-azabicyclo[3.3.1]nonan-9-yl)prop-2-en-1-one ClC=1C(=C(C=CC1Cl)NC1=NC=NC2=CC(=C(C=C12)OC1CC2CCCC(C1)N2C(C=C)=O)OC)F